1-(4-(4-AMINO-7-CYCLOPROPYL-7H-PYRROLO[2,3-D]PYRIMIDIN-5-YL)-2-FLUOROPHENYL)-3-(4-((1-(OXETAN-3-YL)PIPERIDIN-4-YL)OXY)-3-(TRIFLUOROMETHYL)PHENYL)UREA NC=1C2=C(N=CN1)N(C=C2C2=CC(=C(C=C2)NC(=O)NC2=CC(=C(C=C2)OC2CCN(CC2)C2COC2)C(F)(F)F)F)C2CC2